OC(CN1C=NC=2N(C(N(C(C12)=O)C)=O)C)CO 7-(2,3-dihydroxypropyl)-3,7-dihydro-1,3-dimethyl-1H-purine-2,6-dione